N-(4-(chlorodifluoromethoxy)phenyl)-1-isopropyl-7-((trimethylsilyl)ethynyl)-1H-benzo[d]Imidazole-5-carboxamide ClC(OC1=CC=C(C=C1)NC(=O)C1=CC2=C(N(C=N2)C(C)C)C(=C1)C#C[Si](C)(C)C)(F)F